Cl.CN(CCCN1C(C(=CC=C1C(F)(F)F)C(=O)O)=O)C 1-[3-(dimethylamino)propyl]-2-oxo-6-(trifluoromethyl)-1,2-dihydropyridine-3-carboxylic acid hydrochloride